Methoxy-2H-[1,2'-bipyridin]-2-one COC=1C(N(C=CC1)C1=NC=CC=C1)=O